1,2,3,4,5,6,6a,10b-octahydroindeno[1,2-b:3,2-b']dipyrrole N1C2C3=CC=CC=C3C3NCCC32CC1